C(C)(C)(C)OC(C(CCOC)N1C(C=C(C(=C1)OC)Br)=O)=O 2-(4-bromo-5-methoxy-2-oxopyridin-1(2H)-yl)-4-methoxybutyric acid tert-butyl ester